C=1(C(=CC=CC1O)C=O)C.[Cl] chlorine o-cresolformaldehyde